1-acetyl-6-(4-((S)-2-hydroxy-1-phenylethylamino)-5-(1,3,4-oxadiazol-2-yl)pyrimidin-2-ylamino)-2-methylindolin-3-one C(C)(=O)N1C(C(C2=CC=C(C=C12)NC1=NC=C(C(=N1)N[C@H](CO)C1=CC=CC=C1)C=1OC=NN1)=O)C